C(N)(=N)N1CCC(=CC1)C1=C(C=C(C=C1)NC(C1=CC=C(C=C1)CCNC(=N)N)=O)C N-[4-(1-carbamimidoyl-1,2,3,6-tetrahydro-pyridin-4-yl)-3-methyl-phenyl]-4-(2-guanidino-ethyl)-benzamide